FC1=NC(=CC=2NC(CC3=C(C21)C=CC=C3)=O)C 1-fluoro-3-methyl-5,7-dihydropyrido[4,3-d][3]benzazepin-6-one